N-[3-(2-chloro-5-fluorophenyl)-3-hydroxy-2-[(4-methoxyphenyl)methyl]-1-oxo-2,3-dihydro-1H-pyrrolo[4,3-b]imidazo[2,3-f]pyridin-4-yl]-5-fluoro-3-(trifluoromethyl)benzamide ClC1=C(C=C(C=C1)F)C1(N(C(C=2N3C(C=C(C21)NC(C2=CC(=CC(=C2)F)C(F)(F)F)=O)=NC=C3)=O)CC3=CC=C(C=C3)OC)O